CN1N=C(C=C1)[C@@H](C)OC=1C(=NC=C(C1)B1OC(C(O1)(C)C)(C)C)N 3-[(1R)-1-(1-methyl-1H-pyrazol-3-yl)ethoxy]-5-(4,4,5,5-tetramethyl-1,3,2-dioxaborolan-2-yl)pyridin-2-amine